Cl.N1CC(=CCC1)C(=O)O 1,2,5,6-tetrahydropyridine-3-carboxylic acid hydrochloride